5-FORMYL-4-METHYL-1H-PYRROLE-2-CARBOXYLIC ACID METHYL ESTER COC(=O)C=1NC(=C(C1)C)C=O